4-amino-5-chloro-N-(1-(4-fluorobenzyl)piperidin-4-yl)-2,3-dihydrobenzofuran-7-carboxamide NC1=C(C=C(C2=C1CCO2)C(=O)NC2CCN(CC2)CC2=CC=C(C=C2)F)Cl